NCCN1CC(CC1)NC(OC(C)(C)C)=O tertbutyl (1-(2-aminoethyl)pyrrolidin-3-yl)carbamate